Cl.CC(C)C(C(C)C)N 2,4-dimethylpentan-3-amine hydrochloride